2H-pyrano[3,2-c]pyridin-4(3H)-one O1CCC(C=2C=NC=CC21)=O